ClC=1C=CC(=C(C1)C1=CC(=C(N1C)C)C(=O)O)C(=O)N1CC2=CC=CC=C2C[C@H]1CN1CCOCC1 5-{5-CHLORO-2-[(3S)-3-[(MORPHOLIN-4-YL)METHYL]-3,4-DIHYDROISOQUINOLINE-2(1H)-CARBONYL]PHENYL}-1,2-DIMETHYL-1H-PYRROLE-3-CARBOXYLIC ACID